CN1N=CC(=C1)C=1C=C(C(=O)NC=2N(C=C(N2)CCCC(=O)O)C2=CC=CC=C2)C=CC1 4-(2-(3-(1-methyl-1H-pyrazol-4-yl)benzoylamino)-1-phenyl-1H-imidazol-4-yl)butyric acid